CSC(C(=O)N1C(CN(CC1)C(=O)OC(C)(C)C)C=1NC(=CN1)C1=CC=C(C=C1)C)C tert-butyl 4-(2-(methylthio)propanoyl)-3-(5-(p-tolyl)-1H-imidazol-2-yl)piperazine-1-carboxylate